CC1=NC=NC(=C1C1=CC=C(C[N+]2=NOC(=C2)[N-]C(NC2=CC(=NC=C2)C(F)(F)F)=O)C=C1)C (3-(4-(4,6-dimethylpyrimidin-5-yl)benzyl)-1,2,3-oxadiazol-3-ium-5-yl)((2-(trifluoromethyl)pyridin-4-yl)carbamoyl)amide